ethyl 5-(2,3,4-trifluorobenzyl)-4H-1,2,4-triazole-3-carboxylate FC1=C(CC=2NC(=NN2)C(=O)OCC)C=CC(=C1F)F